Cl.FC1=C(C=CC(=C1)F)C=1CCCC2=C(C1C1=CC=C(C=C1)CC1CN(C1)CCCF)C=CC(=C2)C(=O)O 8-(2,4-difluorophenyl)-9-(4-((1-(3-fluoropropyl)azetidin-3-yl)methyl)phenyl)-6,7-dihydro-5H-benzo[7]annulene-3-carboxylic acid hydrochloride